O=C1CC[C@@H](CN1)CNC1=C(C=C(C=C1)C1=NNC(OC1)=O)C(F)(F)F |r| (rac)-5-[4-{[(6-oxopiperidin-3-yl)methyl]amino}-3-(trifluoromethyl)phenyl]-3,6-dihydro-2H-1,3,4-oxadiazin-2-one